(1S,2R)-(2-hydroxy-3,5,5-trimethyl-3-cyclopentenyl)methanol O[C@@H]1[C@@H](C(C=C1C)(C)C)CO